[OH-].[Na+].S1(=O)(=O)CCCC1 sulfolane sodium hydroxide